mono(5-amino-1,10-phenanthroline) europium [Eu].NC1=C2C=CC=NC2=C2N=CC=CC2=C1